tert-butyl (S)-(1-(2-((1,3-dioxoisoindolin-2-yl)methyl)-3-fluorophenyl)ethyl)carbamate O=C1N(C(C2=CC=CC=C12)=O)CC1=C(C=CC=C1F)[C@H](C)NC(OC(C)(C)C)=O